phosphoric tris(dimethylamide) CN(P(=O)(N(C)C)N(C)C)C